C(C)(=O)OCCCCCCCCC\C=C\CCBr (10E)-13-bromo-10-tridecenyl acetate